CC(=C)CO β-Methallyl alcohol